BrC1=CC=C(C=C1)C1=NC2=CC=CC=C2C=C1 (4-bromophenyl)-quinolin